ClC1=CC=C(C(=N1)C1=NC2=C(C(=NC(=C2)C(F)(F)F)C#N)N1C)SCC 2-[6-chloro-3-(ethylsulfanyl)pyridin-2-yl]-3-methyl-6-(trifluoromethyl)-3H-imidazo[4,5-c]pyridine-4-carbonitrile